1-[6-[4-(3-chloro-2-fluoro-anilino)pyrido[3,2-d]pyrimidin-6-yl]-1,6-diazaspiro[3.3]heptan-1-yl]prop-2-en-1-one ClC=1C(=C(NC=2C3=C(N=CN2)C=CC(=N3)N3CC2(CCN2C(C=C)=O)C3)C=CC1)F